12-((Z)-dec-4-enyl)docosa-6,16-dien C(CC\C=C/CCCCC)C(CCCCC=CCCCCC)CCCC=CCCCCC